((2-fluoro-3-methoxy-4-(piperazin-1-yl)phenyl)amino)piperidine-2,6-dione FC1=C(C=CC(=C1OC)N1CCNCC1)NN1C(CCCC1=O)=O